4-(tert-butyl)-1-ethylcyclohexane-1-ol C(C)(C)(C)C1CCC(CC1)(O)CC